CC1=C(C=CC=C1C)[C@@H](C)C=1N=CNC1 |r| (±)-4-[1-(2,3-dimethylphenyl)ethyl]-1H-imidazole